propyl-(hydroxybenzyl)dipentyloxysilane C(CC)[Si](OCCCCC)(OCCCCC)C(C1=CC=CC=C1)O